1-[(3-BROMOTHIOPHEN-2-YL)METHYL]PIPERIDINE-3-CARBALDEHYDE BrC1=C(SC=C1)CN1CC(CCC1)C=O